C(C)OC(=O)C=1C=2N(C=C(C1)Br)C=C(N2)C2=CC=CC=C2 6-bromo-2-phenylimidazo[1,2-a]pyridine-8-carboxylic acid ethyl ester